pyromellitic acid-2-phenylimidazoline salt C1(=CC=CC=C1)C=1NCCN1.C(C=1C(C(=O)O)=CC(C(=O)O)=C(C(=O)O)C1)(=O)O